N1=C(C=CC=C1)C(=O)NC1=CC2=C(SC(=C2)/C=C/C(=O)OCC)C=C1 ethyl (E)-3-(5-(picolinamido)benzo[b]thiophen-2-yl)acrylate